N1N=CC(=C1)C1=C(N=C2C(=N1)C=NC=C2)N2CC(N(CC2)CC2=C(C=C(C=C2)F)F)C(=O)OC methyl 4-(3-(1H-pyrazol-4-yl)pyrido[3,4-b]pyrazin-2-yl)-1-(2,4-difluorobenzyl)piperazine-2-carboxylate